[N+](=O)([O-])C1=CC=CC=2C3=CC(=CC=C3NC12)[N+](=O)[O-] 1,6-dinitrocarbazole